rac-5-[1-(diethoxyphosphoryl)ethyl]-1-benzothiophene-2-carboxylic acid benzyl ester C(C1=CC=CC=C1)OC(=O)C=1SC2=C(C1)C=C(C=C2)[C@@H](C)P(=O)(OCC)OCC |r|